(S)-3-((4-((diphenylmethylene)amino)-6-(trifluoromethyl)pyridin-2-yl)oxy)pyrrolidine-1-carboxylic acid tert-butyl ester C(C)(C)(C)OC(=O)N1C[C@H](CC1)OC1=NC(=CC(=C1)N=C(C1=CC=CC=C1)C1=CC=CC=C1)C(F)(F)F